FC(C1(CCC1)N1C=C(C(=CC1=O)NC1CCN(CC1)C)C(=O)[O-])F.[Li+].BrC1=CC2=C(C(=NS2)CO)C=C1 (6-bromo-1,2-benzothiazol-3-yl)methanol lithium 1-(1-(difluoromethyl)cyclobutyl)-4-((1-methylpiperidin-4-yl)amino)-6-oxo-1,6-dihydropyridine-3-carboxylate